2'-O-methyluridine-3'-phosphorodithioate P(O)(=S)(S)O[C@H]1[C@H]([C@@H](O[C@@H]1CO)N1C(=O)NC(=O)C=C1)OC